ClC1=CC(=C(C=C1)C1=NC(=CC2=CC(=CC=C12)C)N1C[C@@H](OCC1)C=1C=NN(C1)C)F 1-(4-chloro-2-fluorophenyl)-6-methyl-3-((2S)-2-(1-methyl-1H-pyrazol-4-yl)-4-morpholinyl)isoquinoline